N'-hydroxy-5-((1-(4-(trifluoromethyl)phenyl)-1H-pyrazol-3-yl)amino)pyrazine-2-carboxamide ON1N(C=CC1NC=1N=CC(=NC1)C(=O)N)C1=CC=C(C=C1)C(F)(F)F